COC1CCN(CC1)C1=CC=C(C=C1)[N+](=O)[O-] 4-methoxy-1-(4-nitrophenyl)piperidine